C(C)OC(C(CC=C)NC1=CC=C(C=C1)C)=O 2-(p-toluidino)pent-4-enoic acid ethyl ester